2-(TERT-BUTOXY)PYRIDINE-4-BORONIC ACID C(C)(C)(C)OC1=NC=CC(=C1)B(O)O